N-[2-(4,4-dimethylpyrrolidin-2-yl)imidazo[1,2-a]pyrazin-6-yl]-1,3-dimethylindazole-6-carboxamide trifluoroacetate FC(C(=O)O)(F)F.CC1(CC(NC1)C=1N=C2N(C=C(N=C2)NC(=O)C2=CC=C3C(=NN(C3=C2)C)C)C1)C